ClC1=C(C=C(C=C1)NC(OC(C)(C)C)=O)C(NC1=NC=C(C=C1C)C#CC1=CC=C(C=C1)F)=O tert-butyl N-[4-chloro-3-[[5-[2-(4-fluorophenyl) ethynyl]-3-methyl-2-pyridyl]carbamoyl] phenyl]carbamate